8-(2-Chloroacetyl)-4-((5-(4-methylnaphthalen-1-yl)furan-2-yl)methyl)-1-thia-4,8-diazaspiro[4.5]decan-3-one ClCC(=O)N1CCC2(N(C(CS2)=O)CC=2OC(=CC2)C2=CC=C(C3=CC=CC=C23)C)CC1